NC1=NN(C=2C1=NC(=CC2)C=2C=C(C=CC2)C#C[C@]2(C(N(CC2)C)=O)O)C (R)-3-[2-[3-(3-amino-1-methyl-pyrazolo[4,3-b]pyridin-5-yl)phenyl]ethynyl]-3-hydroxy-1-methyl-pyrrolidin-2-one